5-methoxy-1-[4-(trifluoromethyl)phenyl]-1-pentanone COCCCCC(=O)C1=CC=C(C=C1)C(F)(F)F